N1=CC(=CC=C1)C1N2CCC(CC1)CC2 2-(pyridin-3-yl)-1-azabicyclo[3.2.2]nonane